chloro-1'-[1-(pyrimidin-2-yl)azetidin-3-yl]-4'H,6'H-spiro[1,3-dioxolan-2,5'-[1,2,4]triazolo[4,3-a][1]benzazepine] ClC1C=2N(C3=C(CC14OCCO4)C=CC=C3)C(=NN2)C2CN(C2)C2=NC=CC=N2